C(CC#C)NC(C1=CC(=NC(=C1)Br)Br)=O N-(but-3-yn-1-yl)-2,6-dibromoisonicotinamide